O=C1N(C(CC1)=O)OC(CCOCCOCCOCCNC(OC(C)(C)C)=O)=O Tert-butyl {2-[2-(2-{3-[(2,5-dioxopyrrolidin-1-yl)oxy]-3-oxopropoxy}ethoxy) ethoxy]ethyl}carbamate